FC(OC=1C=C(CN2N=C3C=CC(=CC3=C2)C(=O)O)C=CC1)(F)F 2-(3-Trifluoromethoxybenzyl)-2H-indazole-5-carboxylic acid